Ferulic acid hexyl ester C(CCCCC)OC(\C=C\C1=CC(OC)=C(O)C=C1)=O